2-bromo-6-((4-chloro-2-methoxybenzyl)oxy)pyridine methyl-2-fluoro-5-(2-isopropyl-8-morpholino-[1,2,4]triazolo[1,5-a]pyridin-6-yl)-4-methylbenzoate COC(C1=C(C=C(C(=C1)C=1C=C(C=2N(C1)N=C(N2)C(C)C)N2CCOCC2)C)F)=O.BrC2=NC(=CC=C2)OCC2=C(C=C(C=C2)Cl)OC